3-(methylamino)tetrahydrofuran-3-carboxylic acid CNC1(COCC1)C(=O)O